C(C)N(CCO)C(C)O [Ethyl(2-hydroxyethyl)amino]ethanol